C(C)(C)N1C(=NN=C1)C1=CC=C(C=C1)C=1C=C(C=NC1)C1=CC=NC2=C1C=C1N2CCN(C1=O)C 4-(5-(4-(4-isopropyl-4H-1,2,4-triazol-3-yl)phenyl)pyridin-3-yl)-7-methyl-8,9-dihydropyrido[3',2':4,5]pyrrolo[1,2-a]pyrazin-6(7H)-one